(2S,4R)-1-(2-(1-acetyl-6-(2-methylpyrimidin-5-yl)-1H-indol-3-yl)acetyl)-N-(2'-chloro-2-fluoro-[1,1'-biphenyl]-3-yl)-4-fluoropyrrolidine-2-carboxamide C(C)(=O)N1C=C(C2=CC=C(C=C12)C=1C=NC(=NC1)C)CC(=O)N1[C@@H](C[C@H](C1)F)C(=O)NC=1C(=C(C=CC1)C1=C(C=CC=C1)Cl)F